NC1=NC=2C=C(C(=CC2C2=C1C(OC2)C)C(=O)NCC2=CC1=C(N=C(S1)C)C=C2OCC)F 4-amino-N-((5-ethoxy-2-methylbenzo[d]thiazol-6-yl)methyl)-7-fluoro-3-methyl-1,3-dihydrofuro[3,4-c]quinoline-8-carboxamide